C(CCCCCCC)(=O)O.C(CCCCCCC\C=C/CCCCCCCC)N(CCO)CCO oleyl-diethanolamine monocaprylate